C(C)(C)(C)OC(=O)N1CCC(CC1)C1CC(C1)O 4-(3-hydroxycyclobutyl)-piperidine-1-carboxylic acid tert-butyl ester